ClC1=C(CNC(=O)C=2SC(=NN2)CCCCC=2SC(=NN2)C(NCC2=NC=CC=C2)=O)C=C(C=C1)OC N-(2-chloro-5-methoxybenzyl)-5-(4-(5-((pyridin-2-ylmethyl)carbamoyl)-1,3,4-thiadiazol-2-yl)butyl)-1,3,4-thiadiazole-2-carboxamide